N-(tert-Butoxycarbonyl)-N-((3-(2-ethoxy-2-carbonylethyl)oxetan-3-yl)methyl)glycine ethyl ester C(C)OC(CN(CC1(COC1)CC(=C=O)OCC)C(=O)OC(C)(C)C)=O